3,5-diisocyanato-o-xylene N(=C=O)C1=C(C(=CC(=C1)N=C=O)C)C